(S)-tert-butyl 4-(3'-(3-chloro-2-(methoxycarbonyl)phenoxy)-5'-isopropyl-[3,4'-bipyridyl]-6-yl)-2-methylpiperazine-1-carboxylate ClC=1C(=C(OC=2C=NC=C(C2C=2C=NC(=CC2)N2C[C@@H](N(CC2)C(=O)OC(C)(C)C)C)C(C)C)C=CC1)C(=O)OC